CCCCCCCC/C=C\\CCCCCCCC(=O)CC(=O)SCCNC(=O)CCNC(=O)[C@@H](C(C)(C)COP(=O)(O)OP(=O)(O)OC[C@@H]1[C@H]([C@H]([C@@H](O1)N2C=NC3=C(N=CN=C32)N)O)OP(=O)(O)O)O The molecule is a 3-oxo-fatty acyl-CoA that results from the formal condensation of the thiol group of coenzyme A with the carboxy group of (11Z)-3-oxoicosa-11-enoic acid. It is a 3-oxo-fatty acyl-CoA, a long-chain fatty acyl-CoA and a monounsaturated fatty acyl-CoA. It derives from an icosanoyl-CoA. It is a conjugate acid of an (11Z)-3-oxoicosa-11-enoyl-CoA(4-).